methyl 2-amino-5-fluoro-4-(2-(2-fluoro-4-(methoxycarbonyl)-5-(tetrazolo[1,5-b]pyridazine-6-carboxamido)phenoxy)ethyl)benzoate NC1=C(C(=O)OC)C=C(C(=C1)CCOC1=C(C=C(C(=C1)NC(=O)C=1C=CC=2N(N1)N=NN2)C(=O)OC)F)F